S(=O)(=O)(C1=CC=C(C)C=C1)O[C@@H]1C[C@H](N(C1)C(=O)OC(C)(C)C)C(=O)OC(C)(C)C Di-tert-butyl (2S,4R)-4-(tosyloxy)pyrrolidine-1,2-dicarboxylate